FC1(C(CNCC1)[C@H]1CNC(CC1)=O)F (S)-4',4'-difluoro-[3,3'-bipiperidin]-6-one